2-iodo-3-methyl-5-trifluoromethyl-aniline methyl-(R)-3-iodo-1-isopropyl-4,5,6,7-tetrahydro-1H-indazole-6-carboxylate COC(=O)[C@@H]1CCC=2C(=NN(C2C1)C(C)C)I.IC1=C(N)C=C(C=C1C)C(F)(F)F